methyl (S)-2-((2R,3S)-1-benzhydryl-2-methylazetidin-3-yl)-2-(methylsulfonyl)acetate (2R,3S)-1-Benzhydryl-2-methylazetidin-3-yl-methanesulfonate C(C1=CC=CC=C1)(C1=CC=CC=C1)N1[C@@H]([C@H](C1)CS(=O)(=O)O)C.C(C1=CC=CC=C1)(C1=CC=CC=C1)N1[C@@H]([C@H](C1)[C@@H](C(=O)OC)S(=O)(=O)C)C